BrC1=CC=CC(=N1)C(C(=O)N1CCC2(C[C@H]2CCOC2=CC(=C(C(=O)N(C)C)C=C2)Cl)CC1)(C)C |o1:15| (S or R)-4-(2-(6-(2-(6-bromopyridin-2-yl)-2-methylpropanoyl)-6-azaspiro[2.5]octan-1-yl)ethoxy)-2-chloro-N,N-dimethylbenzamide